2-methyl-2-[4-[3-methyl-2-oxo-8-(quinolin-3-yl)-2,3-dihydroimidazo[4,5-c]quinolin-1-yl]phenyl]propionitrile CC(C#N)(C)C1=CC=C(C=C1)N1C(N(C=2C=NC=3C=CC(=CC3C21)C=2C=NC1=CC=CC=C1C2)C)=O